2,2'-Methylen-Bis-(4-methyl-6-Tert-Butylphenol) C(C1=C(C(=CC(=C1)C)C(C)(C)C)O)C1=C(C(=CC(=C1)C)C(C)(C)C)O